O=S1(C[C@@H](C=C1)NC(=O)C=1N=C(N(C1)C)C1=CC=C(C=C1)C)=O (R)-N-(1,1-dioxido-2,3-dihydrothiophen-3-yl)-1-methyl-2-(p-tolyl)-1H-imidazole-4-carboxamide